ClC1=C(C=CC=C1)CC(=O)NC1=CC(=C(C=C1)C=1C=NN(C1)C1CC1)S(N)(=O)=O 2-(2-Chlorophenyl)-N-[4-(1-cyclopropyl-1H-pyrazol-4-yl)-3-sulfamoylphenyl]acetamide